BrC1=NC(=CC2=CC=CC(=C12)Br)N 1,8-dibromoisoquinolin-3-amine